tert-butyl 3-(1,3-dihydroxypropan-2-yl)pyrrolidine-1-carboxylate OCC(CO)C1CN(CC1)C(=O)OC(C)(C)C